tert-butyl (S)-(1-(5-(3-chloro-4-(1-methylpiperidin-4-yl)phenyl)-3-methylthiophene-2-carbonyl)pyrrolidin-3-yl)carbamate ClC=1C=C(C=CC1C1CCN(CC1)C)C1=CC(=C(S1)C(=O)N1C[C@H](CC1)NC(OC(C)(C)C)=O)C